ClC1=CC=C(C=C1)[C@@H](C(=O)N1C=CC2=CC(=C(C=C12)C(F)(F)F)OC)NC=1C=C(O[C@@H]2C=C(C2)C(=O)O)C=C(C1)OC (1s,3s)-3-(3-((1-(4-chlorophenyl)-2-(5-methoxy-6-(trifluoromethyl)indol-1-yl)-2-oxoethyl)amino)-5-methoxyphenoxy)cyclobutene-carboxylic acid